C(C)(=O)C[N+]1=C(N(C=C1)C)C 3-acetylmethyl-1,2-dimethylimidazolium